(S)-3-(3-(bis(4-methoxyphenyl)(phenyl)methoxy)-2-hydroxypropyl)pyrimidine COC1=CC=C(C=C1)C(OC[C@H](CN1CN=CC=C1)O)(C1=CC=CC=C1)C1=CC=C(C=C1)OC